1-(1-(1H-imidazol-4-yl)ethyl)-4-amino-7-(trifluoromethyl)quinazolin-2(1H)-one N1C=NC(=C1)C(C)N1C(N=C(C2=CC=C(C=C12)C(F)(F)F)N)=O